ClC1=C(C=CC(=C1)F)NC1=NC=C(C(=N1)N1C=NC(=C1)C(=O)NC(CO)C1=CC(=CC=C1)Cl)C 1-(2-((2-chloro-4-fluorophenyl)amino)-5-methyl-pyrimidin-4-yl)-N-(1-(3-chlorophenyl)-2-hydroxy-ethyl)-1H-imidazole-4-carboxamide